4-(4-Nitrophenyl)piperidine tert-butyl-(S)-2-(7-chloroisochroman-5-yl)pyrrolidine-1-carboxylate C(C)(C)(C)OC(=O)N1[C@@H](CCC1)C1=C2CCOCC2=CC(=C1)Cl.[N+](=O)([O-])C1=CC=C(C=C1)C1CCNCC1